ClC=1C(=C2N=C(N=C3C2=C(C(C[C@@H]2[C@@H]4CC[C@H](CN32)N4C(=O)OC(C)(C)C)(F)F)N1)SCC)F tert-butyl (5aR,6S,9R)-2-chloro-12-(ethylthio)-1,4,4-trifluoro-4,5,5a,6,7,8,9,10-octahydro-3,10a,11,13,14-pentaaza-6,9-methanonaphtho[1,8-ab]heptalene-14-carboxylate